2-methyl-5-((2-methylpentyl)oxy)pyridine CC1=NC=C(C=C1)OCC(CCC)C